5-bromo-1-isopentylpyridin-2(1H)-one BrC=1C=CC(N(C1)CCC(C)C)=O